NC1=NC(=NC=C1C(F)(F)F)C1=C(C=C2C(N(C=NC2=C1)CC[C@@H]1[C@H](CCC1)NC=1C=NNC(C1C(F)(F)F)=O)=O)F 7-(4-amino-5-(trifluoromethyl)pyrimidin-2-yl)-6-fluoro-3-(2-((1R,2S)-2-((6-oxo-5-(trifluoromethyl)-1,6-dihydropyridazin-4-yl)amino)cyclopentyl)ethyl)quinazolin-4(3H)-one